4-(2-(pyridin-4-yl)-5-(4-(1,2,5,6-tetrahydropyridin-3-yl)-1H-imidazol-1-yl)pyrazolo[1,5-a]pyrimidin-7-yl)morpholine N1=CC=C(C=C1)C1=NN2C(N=C(C=C2N2CCOCC2)N2C=NC(=C2)C=2CNCCC2)=C1